ClCC(=O)N1CCC(CCC1)(C)F 2-chloro-1-(4-fluoro-4-methylazepan-1-yl)ethanone